p-cyclohexanecarboxylic acid C1CCC(CC1)C(=O)O